tert-pentyltri(tert-butoxy)tin C(C)(C)(CC)[Sn](OC(C)(C)C)(OC(C)(C)C)OC(C)(C)C